OCN(C(=O)NC(NN)=O)CCC1=CC=CC=C1 N-1-hydroxymethyl-2-phenyl-ethyl-N'-aminocarbamoyl-urea